BrC1=CC=C(C=C1)S(=O)(C(C)C)=N (4-bromophenyl)-imino-isopropyl-oxo-lambda6-Sulfane